NC(CCN(C(C(F)Cl)=O)NC(=O)[C@H](CC(C)C)NC(OC(C)(C)C)=O)=O tert-butyl N-[(1S)-1-[[(3-amino-3-oxo-propyl)-(2-chloro-2-fluoro-acetyl)amino]carbamoyl]-3-methyl-butyl]carbamate